ClC1=C(C=C(C(=C1)Cl)OC(C)C)N1C(OC(=N1)C(C)(C)C)=O 3-{2,4-dichloro-5-(1-methylethoxy)phenyl}-5-(1,1-dimethylethyl)-1,3,4-oxadiazol-2(3H)-one